ClC=1C=C(C=NC1)C1(NC(=NC(=N1)NC1CCC1)C1=NC=CC=C1)N 2-(5-chloropyridin-3-yl)-N4-cyclobutyl-6-(pyridin-2-yl)-1,3,5-triazine-2,4-diamine